C(=C)C1=C(C=CC(=C1)C=C)S(=O)(=O)[O-].[Na+] sodium 2,4-divinylbenzenesulfonate